ClC1=C2C=C(NC2=CC(=C1)Cl)C(=O)NC(CC[Si](C)(C)C)C 4,6-dichloro-N-(1-methyl-3-trimethylsilyl-propyl)-1H-indole-2-carboxamide